BrC=1C(=NC=C(C1)Br)NC=NO N-(3,5-dibromopyridine-2-yl)-N'-hydroxyformamidine